Ethyl (2S)-2-(tert-butoxycarbonylamino)-3-isopropyl-4-methyl-pentanoate C(C)(C)(C)OC(=O)N[C@H](C(=O)OCC)C(C(C)C)C(C)C